CN1C(=NC=C1)C1=CC=C2C(=N1)C(=CS2)NC2=CC=CC=C2 5-(1-methyl-1H-imidazol-2-yl)-N-phenylthieno[3,2-b]pyridin-3-amine